COCOC=1C=C(C=O)C=C(C1C(C)C)OCOC 3,5-bis[(methoxymethyl)oxy]-4-isopropyl-benzaldehyde